2-[[2-[(4-tert-butyl-1-piperidyl)methyl]-1H-indol-6-yl]methyl]-5-(7-oxa-2-azaspiro[3.5]nonan-2-yl)-2,7-naphthyridin-1-one C(C)(C)(C)C1CCN(CC1)CC=1NC2=CC(=CC=C2C1)CN1C(C2=CN=CC(=C2C=C1)N1CC2(C1)CCOCC2)=O